CC1(OB(OC1(C)C)C1=C2C=NNC2=CC(=C1)C(F)(F)F)C 4-(4,4,5,5-tetramethyl-1,3,2-dioxaborolan-2-yl)-6-(trifluoromethyl)-1H-indazole